Methyl 2-(chloromethyl)-1-((1,1-dioxidothietan-2-yl)methyl)-1H-benzo[d]imidazole-6-carboxylate ClCC1=NC2=C(N1CC1S(CC1)(=O)=O)C=C(C=C2)C(=O)OC